(1S,3S,4S)-2-((R)-2-bromo-9-hydroxy-9H-fluorene-9-carbonyl)-N-((S)-1-cyano-2-((S)-2-oxopiperidin-3-yl)ethyl)-5,5-difluoro-2-azabicyclo[2.2.2]octane-3-carboxamide BrC1=CC=2[C@](C3=CC=CC=C3C2C=C1)(C(=O)N1[C@@H]2CC([C@H]([C@H]1C(=O)N[C@@H](C[C@H]1C(NCCC1)=O)C#N)CC2)(F)F)O